(S)-3,8-difluoro-6-((S)-1-hydroxy-2-((3aS,5S,6aR)-3a-hydroxy-5-phenoxyhexahydrocyclopenta[c]pyrrol-2(1H)-yl)ethyl)-3,4-dihydroquinolin-2(1H)-one F[C@@H]1C(NC2=C(C=C(C=C2C1)[C@@H](CN1C[C@@H]2[C@](C1)(C[C@H](C2)OC2=CC=CC=C2)O)O)F)=O